(4-([1,1'-biphenyl]-2-yl)-2-methylquinolin-6-yl)(4-(2-hydroxy-3-methoxypropyl)piperazin-1-yl)methanone C1(=C(C=CC=C1)C1=CC(=NC2=CC=C(C=C12)C(=O)N1CCN(CC1)CC(COC)O)C)C1=CC=CC=C1